3-(4,4-difluoropiperidin-1-yl)-4-(pyridin-2-yl)aniline FC1(CCN(CC1)C=1C=C(N)C=CC1C1=NC=CC=C1)F